(1R,2S)-2-(3-{[5-(1-hydroxyethyl)-2-methoxypyridin-3-yl]amino}-1H-indazol-6-yl)-5'-methoxyspiro[cyclopropane-1,3'-indol]-2'(1'H)-one OC(C)C=1C=C(C(=NC1)OC)NC1=NNC2=CC(=CC=C12)[C@@H]1C[C@@]12C(NC1=CC=C(C=C21)OC)=O